CC(C(=O)O[C@H](C[C@@H](O)C1=CC(=C(C=C1)F)F)C1=NC(=NN1)Br)(C)C [(1R,3R)-1-(3-bromo-1H-1,2,4-triazol-5-yl)-3-(3,4-difluorophenyl)-3-hydroxypropyl] 2,2-dimethylpropanoate